C(CCCCC)NNCCCCC hexylamino-1-pentylamine